4-(4-isothiocyanato-2,3-dihydro-1H-inden-5-yl)-2-methoxypyridine N(=C=S)C1=C2CCCC2=CC=C1C1=CC(=NC=C1)OC